triglycerin caprylyl-caprate C(CCCCCCC)(=O)C(C(O)=O)CCCCCCCC.OCC(O)CO.OCC(O)CO.OCC(O)CO